NC(C)C1=C(C=CC(=C1)F)O (1-aminoethyl)-4-fluorophenol